6-{4-[4-(propan-2-yl)piperazin-1-yl]phenyl}-3-(2,4,5-trifluorophenyl)-1,2-dihydroquinolin-2-one CC(C)N1CCN(CC1)C1=CC=C(C=C1)C=1C=C2C=C(C(NC2=CC1)=O)C1=C(C=C(C(=C1)F)F)F